3-fluoro-4-(pyridin-4-yloxy)aniline FC=1C=C(N)C=CC1OC1=CC=NC=C1